[4-(3-benzyloxy-1,1-difluoro-propyl)-2-pyridyl]hydrazine C(C1=CC=CC=C1)OCCC(F)(F)C1=CC(=NC=C1)NN